Tert-butyl N-[2-[2-[3-[1-(2,6-dioxo-3-piperidyl)-3-methyl-2-oxo-benzimidazol-4-yl]prop-2-ynoxy]ethoxy]ethyl]-N-methyl-carbamate O=C1NC(CCC1N1C(N(C2=C1C=CC=C2C#CCOCCOCCN(C(OC(C)(C)C)=O)C)C)=O)=O